4-(((2-Bromo-5-(trifluoromethyl)pyrazolo[1,5-a]pyrimidin-7-yl)amino)methyl)-4-phenylcyclohexan-1-one BrC1=NN2C(N=C(C=C2NCC2(CCC(CC2)=O)C2=CC=CC=C2)C(F)(F)F)=C1